O1C(CC1)CN1C=NC2=C1C=C(C=C2)C(=O)OC(CCN2CCC(CC2)C2=NC(=CC=C2)Cl)(C)C ((4-(6-chloropyridin-2-yl)piperidin-1-yl)methyl)-tert-butyl 1-(oxetan-2-ylmethyl)-1H-benzo[d]imidazole-6-carboxylate